N-cyclopropyl-2-(difluoromethoxy)-4-[7-(1-ethyl-1-hydroxypropyl)imidazo[1,2-a]pyridin-3-yl]-6-methoxybenzamide C1(CC1)NC(C1=C(C=C(C=C1OC)C1=CN=C2N1C=CC(=C2)C(CC)(O)CC)OC(F)F)=O